CN(C1=CC(=CC=C1)C1CCC(CC1)N1CCC(CC1)C1=NC(=NC=C1)N1[C@H]2CN(C[C@@H]1CC2)C2=C(N=NC(=C2)C2=C(C=CC=C2)O)N)[C@H]2C(NC(CC2)=O)=O (3R)-3-[N-methyl-3-[4-[4-[2-[(1R,5S)-3-[3-amino-6-(2-hydroxyphenyl)pyridazin-4-yl]-3,8-diazabicyclo[3.2.1]octan-8-yl]pyrimidin-4-yl]-1-piperidyl]cyclohexyl]anilino]piperidine-2,6-dione